[(1R)-1-(6-methyl-[1,3]thiazolo[2,3-e][1,2,4]triazol-5-yl)ethyl] N-phenylcarbamate C1(=CC=CC=C1)NC(O[C@H](C)C1=C(N2N=CN=C2S1)C)=O